tetra-tert-butylthiuram disulfide C(C)(C)(C)N(C(SSC(N(C(C)(C)C)C(C)(C)C)=S)=S)C(C)(C)C